BrC1=C2CC[C@H](C2=CC=C1)O (R)-4-bromo-2,3-dihydro-1H-inden-1-ol